N-isopropyl-1-(3-(tributylsilyl)phenyl)-N-((3-(tributylsilyl)phenyl)(2-(trifluoromethoxy)phenyl)phosphaneyl)-1-(2-(trifluoromethoxy)phenyl)phosphanamine C(C)(C)N(P(C1=C(C=CC=C1)OC(F)(F)F)C1=CC(=CC=C1)[Si](CCCC)(CCCC)CCCC)P(C1=C(C=CC=C1)OC(F)(F)F)C1=CC(=CC=C1)[Si](CCCC)(CCCC)CCCC